tert-Butyl 3-(5,7-Dibromo-4-hydroxybenzo[d]oxazol-2-yl)-3,6-diazabicyclo[3.1.1]heptane-6-carboxylate BrC=1C=C(C2=C(N=C(O2)N2CC3N(C(C2)C3)C(=O)OC(C)(C)C)C1O)Br